COC1=CC=2C3=C(C(=NC2C=C1OCCCN1CCCC1)N[C@@H]1C[C@H](CCC1)O)CCC3 (1S,3S)-3-((8-methoxy-7-[3-(pyrrolidin-1-yl)propoxy]-1H,2H,3H-cyclopenta[c]quinolin-4-yl)amino)cyclohexan-1-ol